ClC1=C(C=CC=C1F)C1=C(SC2=C1NC(=NS2(=O)=O)NC)CC 5-(2-chloro-3-fluoro-phenyl)-6-ethyl-N-methyl-1,1-dioxo-4H-thieno[3,2-e][1,2,4]thiadiazin-3-amine